dodecenyl-biguanide C(=CCCCCCCCCCC)NC(=N)NC(=N)N